1-(4-methoxybenzyl)pyrimidine-2,4(1H,3H)-dione COC1=CC=C(CN2C(NC(C=C2)=O)=O)C=C1